OC(C)C1=C2C(=NC(=C1)C(=O)OC)C(CO2)(C)C methyl 7-(1-hydroxyethyl)-3,3-dimethyl-2H-furo[3,2-b]pyridine-5-carboxylate